C(=O)(O)C(CCC(=O)O)[N+]1=CC(=CC=C1CO)O N-(1,3-dicarboxypropyl)-3-hydroxy-6-hydroxymethyl-pyridinium